N1([C@H]2[C@@H](CC1)CNC2)C2=CN=CC(=N2)NC=2C1=C(C(=NC2)C2=C3C(=NC=C2)N(C=C3)C)CNC1=O 7-((6-((3aS,6aS)-hexahydro-pyrrolo[3,4-b]pyrrol-1(2H)-yl)pyrazin-2-yl)amino)-4-(1-methyl-1H-pyrrolo[2,3-b]pyridin-4-yl)-2,3-dihydro-1H-pyrrolo[3,4-c]pyridin-1-one